BrC1=C(C=C(C(=O)N2CC=3N(CC2)C(N(C3C(=O)NCC3=CC(=C(C=C3)Cl)OC)C3=CC=C(C=C3)OC)=O)C=C1)Cl 7-(4-bromo-3-chloro-benzoyl)-N-[(4-chloro-3-methoxy-phenyl)methyl]-2-(4-methoxyphenyl)-3-oxo-6,8-dihydro-5H-imidazo[1,5-a]pyrazine-1-carboxamide